BrC=1C=C(C=C2C(N(C(=NC12)Cl)C([2H])([2H])[2H])=O)C 8-bromo-2-chloro-6-methyl-3-(trideuteriomethyl)quinazolin-4-one